1,6-dimethylpiperazin-2-one CN1C(CNCC1C)=O